N-(3-(8-methoxy-2-((6-morpholinopyridin-3-yl)amino)pyrido[3,4-d]pyrimidin-6-yl)-4-methylphenyl)-3-(trifluoromethyl)benzamide COC1=NC(=CC2=C1N=C(N=C2)NC=2C=NC(=CC2)N2CCOCC2)C=2C=C(C=CC2C)NC(C2=CC(=CC=C2)C(F)(F)F)=O